N-methyl-1'-((6-oxo-7-(prop-1-yn-1-yl)-5,6-dihydro-1,5-naphthyridin-3-yl)methyl)-1',2',3',6'-tetrahydro-[3,4'-bipyridine]-6-carboxamide CNC(=O)C1=CC=C(C=N1)C=1CCN(CC1)CC=1C=NC=2C=C(C(NC2C1)=O)C#CC